nonaazacyclodotriacontine-7,26-diaminium chloride [Cl-].N=1N=NN=NNN(N=NC=CC=CC=CC=CC=CC=CC=CC=CC(=CC=CC=CC1)[NH3+])[NH3+].[Cl-]